C(CCCCCCCCCCCCCCCCCCCCCCCCCCCCCCCCCCC)(=O)OCCCCCCCC\C=C\CCCCCCCC elaidyl hexatriacontanoate